((2R,3R,4S,5S)-4-benzyloxy-5-(benzyloxymethyl)-5-((tert-butyl (diphenyl) silyl) oxymethyl)-2-(2,4-dioxopyrimidin-1-yl) tetrahydrofuran-3-yl) acetate C(C)(=O)O[C@H]1[C@@H](O[C@]([C@H]1OCC1=CC=CC=C1)(CO[Si](C1=CC=CC=C1)(C1=CC=CC=C1)C(C)(C)C)COCC1=CC=CC=C1)N1C(NC(C=C1)=O)=O